ClC1=NC(=C2C(=N1)N(N=C2)[C@@H]2O[C@@H]([C@H]1OC(O[C@H]12)(C)C)CO)NCC1=C(C=CC=C1)Cl [(3aR,4R,6R,6aR)-4-[6-chloro-4-[(2-chlorophenyl)methylamino]pyrazolo[3,4-d]pyrimidin-1-yl]-2,2-dimethyl-3a,4,6,6a-tetrahydrofuro[3,4-d][1,3]dioxol-6-yl]methanol